2,6-dichloro-4-methyl-nicotinic acid ClC1=C(C(=O)O)C(=CC(=N1)Cl)C